3-(4-bromophenyl)-8-((6-chloropyridin-3-yl)methyl)pyrido[2,3-d]pyrimidine-2,4(3H,8H)-dione BrC1=CC=C(C=C1)N1C(N=C2C(C1=O)=CC=CN2CC=2C=NC(=CC2)Cl)=O